CNC(=O)C1=CC=C(C=C1)C1=CC=C(C=C1)C(C)(C)NC(OC1CN2CCC1CC2)=O Quinuclidin-3-yl (2-(4'-(methylcarbamoyl)-[1,1'-biphenyl]-4-yl)propan-2-yl)carbamate